OCCN(CCCCCCC(=O)OC(CCCCCCCC)CCCCCCCC)CCCCCCC(=O)OCCCCCCCCC Heptadecan-9-yl 7-((2-hydroxyethyl)(7-(nonyloxy)-7-oxoheptyl)amino)-heptanoate